3-bromo-5-(difluoromethoxy)-2-(difluoromethyl)pyridine BrC=1C(=NC=C(C1)OC(F)F)C(F)F